FC(C=1C=C(C=NC1)NC(=O)OC(C)(C)C)(F)F tert-butyl (5-(trifluoromethyl)pyridin-3-yl)aminocarboxylate